FC1=CC=C(C=C1)NC([C@@H](C)C=1C=C2CCCN(C2=CC1)C(=O)C1CN(CCO1)C)=O (2S)-N-(4-fluorophenyl)-2-[1-(4-methylmorpholine-2-carbonyl)-1,2,3,4-tetrahydroquinolin-6-yl]propanamide